C1(=CC=CC=2SC3=CC=CC=C3NC12)C=O phenothiazineformaldehyde